OC[C@@H](C1=CC=C(C=C1)C1=C(C=NC=C1)C)NC(OC(C)(C)C)=O tert-butyl (R)-(2-hydroxy-1-(4-(3-methyl pyridin-4-yl)phenyl)ethyl)carbamate